FC1=CC=C(C=C1)C1CCN(CCO1)C1=NC(=C(C(=N1)C)NC(CC(C)(C)C)=O)C N-(2-(7-(4-fluorophenyl)-1,4-oxazepan-4-yl)-4,6-dimethylpyrimidin-5-yl)-3,3-dimethylbutanamide